BrC=1C(=NC(=C(C1)N=CN(C)CC)C)OC=1C=C(C=CC1)S(=NC(C(C)(C)C)=O)(=O)C N-((3-((3-Bromo-5-(((ethyl(methyl)amino)methylen)amino)-6-methylpyridin-2-yl)oxy)phenyl)(methyl)(oxo)-λ6-sulfaneyliden)pivalamid